C(#N)N1CC=2N(N=CC2C1)C=1C=C(C(=O)NCC2=NC=CC=C2)C=CC1 3-(5-Cyano-5,6-dihydropyrrolo[3,4-c]pyrazol-1(4H)-yl)-N-(pyridin-2-ylmethyl)benzamide